BENZYL (E)-3-(4,4,5,5-TETRAMETHYL-1,3,2-DIOXABOROLAN-2-YL)ACRYLATE CC1(OB(OC1(C)C)/C=C/C(=O)OCC1=CC=CC=C1)C